1-(3-(4-((3,4-Dichloro-2-fluorophenyl)amino)quinazolin-6-yl)-3-fluoropyrrolidin-1-yl)prop-2-en-1-one ClC=1C(=C(C=CC1Cl)NC1=NC=NC2=CC=C(C=C12)C1(CN(CC1)C(C=C)=O)F)F